N-[(3S)-9-Fluoro-2-oxo-5-phenyl-1,3-dihydro-1,4-benzodiazepin-3-yl]-5-[2-fluoro-6-(propan-2-ylamino)pyridin-3-yl]-1-(oxetan-3-yl)pyrazole-4-carboxamide FC1=CC=CC=2C(=N[C@@H](C(NC21)=O)NC(=O)C=2C=NN(C2C=2C(=NC(=CC2)NC(C)C)F)C2COC2)C2=CC=CC=C2